γ-(2-furanylmethyl)-proline O1C(=CC=C1)CC1C[C@H](NC1)C(=O)O